C1N(CCC2=CC=CC=C12)C1C(CN(CC1)C(=O)C1=CC(=NC(=N1)C1=CC=CC=C1)NC1CCN(CC1)C(C)=O)O 4-((6-(4-(3,4-dihydroisoquinolin-2(1H)-yl)-3-hydroxypiperidin-1-carbonyl)-2-phenylpyrimidin-4-yl)amino)piperidin-1-ylethanone